5,2'-O-dimethyl-cytidine CC=1C(=NC(N([C@H]2[C@H](OC)[C@H](O)[C@@H](CO)O2)C1)=O)N